ClC=1C=C2C(=CN(C2=CC1C1CCN(CC1)C)C)C(=O)NC1=CNC2=CC=C(C=C12)C#N 5-chloro-N-(5-cyano-1H-indol-3-yl)-1-methyl-6-(1-methyl-4-piperidyl)indole-3-carboxamide